C(C)(C)(C)N1CCN(CC1)C=1C=NN2C1C=CC(=C2)CCCN2CCCC2 tert-butyl-4-(6-(3-(pyrrolidin-1-yl)propyl)pyrazolo[1,5-a]pyridin-3-yl)piperazine